1-hydroxyethyl-3-methylimidazoleformic acid OC(C)C=1N(C(=NC1)C(=O)O)C